CC1=CC=C(C=C1)S(=O)(=O)N1C=C(C2=CC=CC=C12)S(=O)(=O)Cl 1-(p-toluenesulfonyl)indole-3-sulfonyl chloride